C(CCCCCCC(=O)[O-])(=O)[O-].C(CCCCCCC(=O)[O-])(=O)[O-].C(CCCCCCC(=O)[O-])(=O)[O-].C(=O)(OC)[Sn+2]C1=CC=CC=C1.C(=O)(OC)[Sn+2]C1=CC=CC=C1.C(=O)(OC)[Sn+2]C1=CC=CC=C1 carbomethoxyphenyl-tin trisuberate